1,4-diazaspiro[5.5]undecane-3-one N1CC(NCC12CCCCC2)=O